Cl.COCCNC=1C=2CNCC2C=CC1 N-(2-Methoxyethyl)isoindolin-4-amine hydrochloride